NC1=NC=C(C2=C1C(=NN2C)C2=CC(=C(C=C2)NS(=O)(=O)C(F)F)O[C@@H](C)C2=CC=C(C=C2)F)C=2C=C1C=NN(C1=CC2)C (S)-N-(4-(4-amino-1-methyl-7-(1-methyl-1H-indazol-5-yl)-1H-pyrazolo[4,3-c]pyridin-3-yl)-2-(1-(4-fluorophenyl)ethoxy)phenyl)-1,1-difluoromethanesulfonamide